FC(C(=O)N([Si](C)(C)C)C)(F)F 2,2,2-trifluoro-N-methyl-N-(trimethylsilyl)-acetamide